2,2,3,3,4,4,4-heptafluoro-1-butanol FC(CO)(C(C(F)(F)F)(F)F)F